C(#N)C1=C(C(=CC=N1)N(C)C)C(F)(F)F 6-cyano-5-(trifluoromethyl)4-Dimethylaminopyridine